CC1=C2C(=[N+](C(=C1)NC1=NC=NC(=C1)N[C@@H]1COCC1)[O-])C1(NC2=O)CCCCC1 (S)-4'-methyl-5'-oxo-2'-((6-((tetrahydrofuran-3-yl)amino)pyrimidin-4-yl)amino)-5',6'-dihydrospiro[cyclohexane-1,7'-pyrrolo[3,4-b]pyridine] 1'-oxide